COC1=CC=C(C=C1)C(OC[C@@H]1[C@H]([C@H]([C@@H](O1)N1C(NC=CC1=O)=O)O)O)(C1=CC=CC=C1)C1=CC=C(C=C1)OC 3-((2R,3R,4S,5R)-5-((bis(4-methoxyphenyl)(phenyl)methoxy)methyl)-3,4-dihydroxytetrahydrofuran-2-yl)pyrimidine-2,4(1H,3H)-dione